COC(C1CCN(CC1)C1=C(C2=C(N(C(N2C)=O)C2C(NC(CC2)=O)=O)C=C1)F)OC 3-[5-[4-(Dimethoxymethyl)-1-piperidyl]-4-fluoro-3-methyl-2-oxo-benzimidazol-1-yl]piperidine-2,6-dione